C(C)N(C(=O)N[C@H](C(=O)O)CCN(CCCCC1=NC=2NCCCC2C=C1)CCOC1=CC(=CC=C1)OC)CC (2S)-2-(diethylcarbamoylamino)-4-[2-(3-methoxyphenoxy)ethyl-[4-(5,6,7,8-tetrahydro-1,8-naphthyridin-2-yl)butyl]amino]butanoic acid